Cl.CC=1N=NN=NC1 methyltetrazine hydrochloride